C(C)(=O)O[C@@H]1CN(CC[C@H]1NC1=NN2C(C=N1)=C(N=C2C(C)C)Br)C(=O)OC(C)(C)C tert-butyl (3R,4R)-3-(acetyloxy)-4-({5-bromo-7-isopropylimidazo[4,3-f][1,2,4]triazin-2-yl}amino)piperidine-1-carboxylate